tert-butyl 4-((4,6-dimethylpyrimidin-2-yl) amino)-4-methylpiperidine-1-carboxylate CC1=NC(=NC(=C1)C)NC1(CCN(CC1)C(=O)OC(C)(C)C)C